(2Z)-3-amino-3-(4-nitrophenyl)-1-phenylpropan-2-en-1-one N\C(=C/C(=O)C1=CC=CC=C1)\C1=CC=C(C=C1)[N+](=O)[O-]